methyldicosyl-[3-(diethoxysilyl)propyl]ammonium chloride [Cl-].C[N+](CCC[SiH](OCC)OCC)(CCCCCCCCCCCCCCCCCCCC)CCCCCCCCCCCCCCCCCCCC